1-(2-chlorophenyl)-4-(oxetan-3-ylmethoxy)-7-(trifluoromethyl)pyrido[2,3-d]pyrimidin-2(1H)-one ClC1=C(C=CC=C1)N1C(N=C(C2=C1N=C(C=C2)C(F)(F)F)OCC2COC2)=O